CC1=C(C(=CC=C1)C)S 2,6-Dimethyl-thiophenol